C1(=CC=C(C=C1)C(=O)O)C1=CC=CC=C1 4-biphenylcarboxylic acid